(cyclopropylmethyl)-6-((4-((2-ethyl-4-(6-methylpyridin-2-yl)thiazol-5-yl)oxy)pyridin-2-yl)amino)nicotinamide C1(CC1)CC1=C(C(=O)N)C=CC(=N1)NC1=NC=CC(=C1)OC1=C(N=C(S1)CC)C1=NC(=CC=C1)C